O1C(=NC=C1)C(=O)N1[C@@H](C2=C(CC1)NC=N2)C2=NN1C(C(=CC=C1)C(F)(F)F)=C2 (S)-oxazol-2-yl(4-(4-(trifluoromethyl)pyrazolo[1,5-a]pyridin-2-yl)-1,4,6,7-tetrahydro-5H-imidazo[4,5-c]pyridin-5-yl)methanone